C(C)(C)(C)OC(CCCNC(C1=C(C=CC=C1)C1=C(C(OC2=C3CCCN4C3=C(C=C21)CCC4)=O)C=4SC2=C(N4)C=CC=C2)=O)=O.C(C)OC(=O)N=C(NCCCCCC(=O)N)N 4-(2-(ethoxycarbonyl)guanidino)butylacetamide tert-Butyl-4-(2-(10-(benzothiazol-2-yl)-11-oxo-2,3,6,7-tetrahydro-1H,5H,11H-pyrano[2,3-f]pyrido[3,2,1-ij]quinolin-9-yl)benzamido)butanoate